(±)-3-(5-((2,4-dimethoxybenzyl)amino)-7-methoxy-[1,2,4]triazolo[1,5-c]quinazolin-2-yl)cyclohexan-1-one COC1=C(CNC2=NC=3C(=CC=CC3C=3N2N=C(N3)[C@H]3CC(CCC3)=O)OC)C=CC(=C1)OC |r|